COC1=CC=C(CNC(NC2CC3(CC(C3)C(=O)NC3=CC=CC=C3)C2)=O)C=C1 6-(3-(4-methoxybenzyl)ureido)-N-phenylspiro[3.3]heptane-2-carboxamide